1-(1-(tetrahydrofuran-3-carbonyl)piperidin-4-yl)-3-(4-(trifluoromethoxy)phenyl)urea O1CC(CC1)C(=O)N1CCC(CC1)NC(=O)NC1=CC=C(C=C1)OC(F)(F)F